(2,2'-dimethyl-[1,1'-biphenyl]-3,3'-diyl)bis(4,5,6,7-tetrahydrooxazolo[5,4-c]pyridine-2-carboxamide) CC1=C(C=CC=C1C1NCCC2=C1OC(=N2)C(=O)N)C2=C(C(=CC=C2)C2NCCC1=C2OC(=N1)C(=O)N)C